N-(4-(4-amino-1-(6-(piperazine-1-yl)pyridin-3-yl)-1H-pyrazolo[3,4-d]pyrimidin-3-yl)phenyl)-5-fluoro-2-methoxybenzamide NC1=C2C(=NC=N1)N(N=C2C2=CC=C(C=C2)NC(C2=C(C=CC(=C2)F)OC)=O)C=2C=NC(=CC2)N2CCNCC2